(4-chloro-3-cyclopropyl-1H-pyrrolo[2,3-b]pyridin-5-yl)-5-(2-oxotetrahydropyrimidin-1(2H)-yl)benzonitrile ClC1=C2C(=NC=C1C1=C(C#N)C=C(C=C1)N1C(NCCC1)=O)NC=C2C2CC2